ethyl 2-[2-(2,2-difluoroethyl)-7-oxo-spiro[5H-thieno[2,3-c]pyridine-4,1'-cyclopropane]-6-yl]acetate FC(CC1=CC2=C(C(N(CC23CC3)CC(=O)OCC)=O)S1)F